indene-1-sulfonamide C1(C=CC2=CC=CC=C12)S(=O)(=O)N